1-(Azetidin-1-yl)-2-[6-[5-(difluoromethyl)-2-thienyl]-3-fluoro-pyrazolo[4,3-b]pyridin-1-yl]ethanone N1(CCC1)C(CN1N=C(C2=NC=C(C=C21)C=2SC(=CC2)C(F)F)F)=O